COC(\C=C\C[C@@H](C)[C@H]1CC[C@@H]2[C@@]1(CC[C@@H]1[C@]3(CC[C@@H](CC3=CC[C@@H]21)OC(C)=O)C)C)=O (2E,5R)-5-[(1R,3aS,3bS,7S,9aR,9bS,11aR)-7-acetoxy-9a,11a-dimethyl-2,3,3a,3b,4,6,7,8,9,9a,9b,10,11,11a-tetradecahydro-1H-cyclopenta[1,2-a]phenanthrene-1-yl]hex-2-enoic acid methyl ester